3,6-dimethyl-6-octenoic acid CC(CC(=O)O)CCC(=CC)C